anthracenecarboxylic acid amide C1(=CC=CC2=CC3=CC=CC=C3C=C12)C(=O)N